N1N=CC(=C1)C1=CN=CC(=N1)C1=CC=2N(C=C1)N=C(N2)N2C(=CC=C2C)C 7-(6-(1H-pyrazol-4-yl)pyrazin-2-yl)-2-(2,5-dimethyl-1H-pyrrol-1-yl)-[1,2,4]triazolo[1,5-a]pyridine